[Na].CC=1C=CC=2C(C3=CC=CC=C3C2C1)C1=CC=C(C=C1)C 3-methyl-9-(4-tolyl)fluorene sodium